(3-methyl-2-butenyl)-3,5,4'-trihydroxy-bibenzyl CC(=CCC1=C(C=C(C=C1O)O)CCC1=CC=C(C=C1)O)C